CN1C=C(C=C(C1=O)C)C=1C=CC2=C(N(C(=N2)C2CCN(CC2)CCCCCCCCCC(=O)O)CCOC(F)(F)F)C1 10-(4-(6-(1,5-dimethyl-6-oxo-1,6-dihydropyridin-3-yl)-1-(2-(trifluoromethoxy)ethyl)-1H-benzo[d]imidazol-2-yl)piperidin-1-yl)decanoic acid